ClC=1C=CC(=C(C1)N1CC(N(CC1=O)C(C(=O)O)CC1=CC=CC=C1)=O)N1N=NC(=C1)Cl 2-(4-(5-chloro-2-(4-chloro-1H-1,2,3-triazol-1-yl)phenyl)-2,5-dioxopiperazin-1-yl)-3-phenylpropanoic acid